CC(COCC=1N=NN(N1)C1OCCCC1)=C 5-(2-methylallyloxymethyl)-2-tetrahydropyran-2-yl-tetrazole